6-[[2-[[4-(2,4-dichlorophenyl)-5-(5-methyl-1H-imidazol-2-yl)-2-pyrimidinyl]amino]ethyl]amino]-3-pyridinecarbonitrile trihydrochloride Cl.Cl.Cl.ClC1=C(C=CC(=C1)Cl)C1=NC(=NC=C1C=1NC(=CN1)C)NCCNC1=CC=C(C=N1)C#N